4-(3-((((1R,3S)-3-amino-cyclohexyl)methyl)amino)-1-(4-methoxyphenyl)-1H-pyrazol-5-yl)-2-fluorobenzonitrile N[C@@H]1C[C@@H](CCC1)CNC1=NN(C(=C1)C1=CC(=C(C#N)C=C1)F)C1=CC=C(C=C1)OC